BrC=1C=C(C=C2C(N(C(=NC12)C1=CC=CC=C1)C)=O)Cl 8-bromo-6-chloro-3-methyl-2-phenylquinazolin-4(3H)-one